5-cyclopropyl-2-methyl-3-((6-(methylsulfonyl)pyridin-3-yl)methyl)-1H-pyrrolo[3,2-b]Pyridine C1(CC1)C1=CC=C2C(=N1)C(=C(N2)C)CC=2C=NC(=CC2)S(=O)(=O)C